(5RS)-3-[3-(3-chlorophenoxy)-6-methylpyridazin-4-yl]-5-(3,5-dimethylbenzyl)-5,6-dihydro-4H-1,2,4-oxadiazine ClC=1C=C(OC=2N=NC(=CC2C2=NOC[C@H](N2)CC2=CC(=CC(=C2)C)C)C)C=CC1 |r|